3-(methyl-(6-(trifluoromethyl)-1H-benzo[d]imidazol-2-yl)amino)pyrrolidine-1-carbonitrile CN(C1CN(CC1)C#N)C1=NC2=C(N1)C=C(C=C2)C(F)(F)F